tert-Butyl (1-(4-((3-chloro-2,4-difluorophenyl)amino)pyrido[3,2-d]pyrimidin-6-yl)pyrrolidin-3-yl)carbamate ClC=1C(=C(C=CC1F)NC=1C2=C(N=CN1)C=CC(=N2)N2CC(CC2)NC(OC(C)(C)C)=O)F